Tri(butyl)germanium C(CCC)[Ge](CCCC)CCCC